C(C)(=O)N1C(CC=2C=CC=NC2C1)(C(=O)OCC)C(=O)OCC diethyl 7-acetyl-7,8-dihydro-1,7-naphthyridine-6,6(5H)-dicarboxylate